1-Ethyl-3-methylimidazolium Chloride [Cl-].C(C)N1C=[N+](C=C1)C